seryl acrylate C(C=C)(=O)OC([C@@H](N)CO)=O